(2S)-1-(10-Hydroxy-10-((6-oxo-4-phenylpyrimidin-1(6H)-yl)methyl)-7-azaspiro[4.5]decane-7-carbonyl)-N,N-dimethylpyrrolidine-2-carboxamide OC1(CCN(CC12CCCC2)C(=O)N2[C@@H](CCC2)C(=O)N(C)C)CN2C=NC(=CC2=O)C2=CC=CC=C2